C1=C(C=CC2=CC=CC=C12)C(=O)OC1=CC=CC=C1 phenyl β-naphthoate